N-(5-(2-(trans-2,6-dimethylmorpholino)acetamido)-2-methylpyridin-3-yl)-2-(6-methoxypyridin-2-yl)pyrazolo[5,1-b]thiazole-7-carboxamide C[C@@H]1O[C@H](CN(C1)CC(=O)NC=1C=C(C(=NC1)C)NC(=O)C=1C=NN2C1SC(=C2)C2=NC(=CC=C2)OC)C